COC1=CC=C(CNC2=NC=CC3=CC=C(C=C23)C=2C=C3C(=NN(C3=CC2)C2OCCCC2)C(=O)NCC2CCN(CC2)C)C=C1 5-(1-((4-methoxybenzyl)amino)isoquinolin-7-yl)-N-((1-methylpiperidin-4-yl)methyl)-1-(tetrahydro-2H-pyran-2-yl)-1H-indazole-3-carboxamide